C(#N)N1[C@H]2[C@@H](C[C@@H]1CC2)NC(C2=CC(=C(C=C2)N2N=CC(=C2)C)OCC(C)C)=O N-((1R,2R,4S)-7-cyano-7-azabicyclo[2.2.1]heptan-2-yl)-3-(2-methylpropoxy)-4-(4-methyl-1H-pyrazol-1-yl)benzamide